3,3'-(Oxybismethylene)Bis(3-Ethyloxetane) O(CC1(COC1)CC)CC1(COC1)CC